[N+](=O)([O-])C=1C=C(C=CC1)C1=NC2=C(N1)C=CC(=C2)N 2-(3-nitrophenyl)-1H-benzo[d]imidazol-5-amine